3,6-bis(dimethylamino)-9-(4-(dimethylamino)-2,6-dimethoxyphenyl)-10-(2-(dimethylamino)ethyl)-1,8-dimethoxy-9,10-dihydroacridin-9-ylium tetrafluoroborate F[B-](F)(F)F.CN(C=1C=C(C=2[C+](C3=C(C=C(C=C3N(C2C1)CCN(C)C)N(C)C)OC)C1=C(C=C(C=C1OC)N(C)C)OC)OC)C